(2R,3R)-3-(3-(4-trifluoroethoxyphenyl)isoxazol-5-yl)-2-(2,4-difluorophenyl)-1-(1H-tetraazazol-1-yl)butan-2-ol FC(COC1=CC=C(C=C1)C1=NOC(=C1)[C@@H]([C@@](CN1N=NN=N1)(O)C1=C(C=C(C=C1)F)F)C)(F)F